C(=C)[Si]1(O[Si](O[Si](O1)(C)C=C)(C)C=C)C TriVinyl-TriMethyl-CycloTriSiloxane